Cl.C(C)OC=1C(=CC2=CN(N=C2C1)C)C(=O)N 6-ethoxy-2-methyl-2H-indazole-5-carboxamide hydrochloride